C(#N)C=1C=C(C=CC1)C1=CC(=CS1)C(=O)NC1=NC(=NS1)CC(C)O 5-(3-Cyanophenyl)-N-(3-(2-hydroxypropyl)-1,2,4-thiadiazol-5-yl)thiophene-3-carboxamide